methyl 2-((5-(2-((4-chloro-2-fluorobenzyl)oxy)pyrimidin-4-yl)-3,4,5,6-tetrahydropyrrolo[3,4-c]pyrrol-2(1H)-yl)methyl)-1-(2-methoxyethyl)-1H-benzo[d]imidazole-6-carboxylate ClC1=CC(=C(COC2=NC=CC(=N2)N2CC3=C(C2)CN(C3)CC3=NC2=C(N3CCOC)C=C(C=C2)C(=O)OC)C=C1)F